(E)-4-(4-(2-(2-Cyano-6-(4-(dimethylamino)but-2-enoyl)-4,5,6,7-tetrahydrothieno[2,3-c]pyridin-4-yl)phenyl)-3-(trifluoromethyl)-1H-pyrazol-1-yl)butanoic acid C(#N)C1=CC2=C(CN(CC2C2=C(C=CC=C2)C=2C(=NN(C2)CCCC(=O)O)C(F)(F)F)C(\C=C\CN(C)C)=O)S1